C1(CC1)C=1C=C(OCC(=O)O)C=C(C1CC1=CC(=C(C=C1)O)C(C)C)C 3-cyclopropyl-4-(4-hydroxy-3-isopropylbenzyl)-5-methyl-phenoxyacetic acid